C1(CC1)COC1=C(C#N)C=C(C=C1F)F 2-(cyclopropylmethoxy)-3,5-difluorobenzonitrile